CN1CCC(CC1)N1N=C2C=C(C=CC2=C1)B1OC(C(O1)(C)C)(C)C 2-(1-methyl-4-piperidyl)-6-(4,4,5,5-tetramethyl-1,3,2-dioxaborolan-2-yl)Indazole